(6R,8R)-2,4-dichloro-7,7-dimethyl-5,6,7,8-tetrahydro-6,8-methanoquinoline-3-carbonitrile ClC1=NC=2[C@H]3C([C@@H](CC2C(=C1C#N)Cl)C3)(C)C